3-sulfanyl-1-hexanol SC(CCO)CCC